C(C)OC(C)N1N=CC(=C1)C=1C=C(C=NC1)C1=NNC2=CC=C(C=C12)C1=NN=CN1C(C)C 3-(5-(1-(1-ethoxyethyl)-1H-pyrazol-4-yl)pyridin-3-yl)-5-(4-isopropyl-4H-1,2,4-triazol-3-yl)-1H-indazole